trans-2,2-dimethylcyclopentane CC1(CCCC1)C